cyclopenta[a]phenanthrene C1=CC=CC2=CC=C3C=4CC=CC4C=CC3=C12